2,4-bisacrylamidomethyl-1-naphthol C(C=C)(=O)NCC1=C(C2=CC=CC=C2C(=C1)CNC(C=C)=O)O